Cl.C(C=C)OC1(CCNCC1)C(F)(F)F 4-(allyloxy)-4-(trifluoromethyl)piperidine hydrogen chloride